2-(3-chlorophenyl)-2,2-difluoro-1-phenylethyl ((S)-1-(((S)-4-((2-(diethylamino)ethyl)amino)-3,4-dioxo-1-((S)-2-oxopyrrolidin-3-yl)butan-2-yl)amino)-1-oxohexan-2-yl)carbamate C(C)N(CCNC(C([C@H](C[C@H]1C(NCC1)=O)NC([C@H](CCCC)NC(OC(C(F)(F)C1=CC(=CC=C1)Cl)C1=CC=CC=C1)=O)=O)=O)=O)CC